2-(4-chloro-1H-indol-1-yl)-2-methylpropanoic acid ClC1=C2C=CN(C2=CC=C1)C(C(=O)O)(C)C